N1C(=NC=C1)NC1=C(C(=C(C=C1)S(=O)(=O)NC[C@@H](CNC(OC(C)(C)C)=O)O[Si](C)(C)C(C)(C)C)S(N(CC1=CC=CC=C1)CC1=CC=CC=C1)(=O)=O)C=1N=NN(N1)CC1=CC=C(C=C1)OC (R)-tert-butyl (3-(4-((1H-imidazol-2-yl)amino)-2-(N,N-dibenzylsulfamoyl)-3-(2-(4-methoxybenzyl)-2H-tetrazol-5-yl)phenylsulfonamido)-2-((tert-butyldimethyl silyl)oxy)propyl)carbamate